4-((3,5-difluoro-4-(4-methylcyclohexyl)phenyl)amino)cyclohexane-1-carboxamide FC=1C=C(C=C(C1C1CCC(CC1)C)F)NC1CCC(CC1)C(=O)N